C(NC1=C(C=CC=C1C)C)NC1=C(C=CC=C1C)C methylenebis(2-methyl-6-methylaniline)